sodium imidazole acetate C(C)(=O)[O-].N1C=NC=C1.[Na+]